(R)-(-)-2-chloropropionyl chloride Cl[C@@H](C(=O)Cl)C